C(C)(=O)C(C(=O)OCC)CC(C(C)(C)C)=O ethyl 2-acetyl-5,5-dimethyl-4-oxohexanoate